NC1=NC=CC(=C1F)CC=1C(=C(C(=C(C(=O)NCCC=C)C1)NC1=C(C=C(C=C1)I)F)F)F 5-((2-amino-3-fluoropyridin-4-yl)methyl)-N-(but-3-ene-1-yl)-3,4-difluoro-2-((2-fluoro-4-iodophenyl)amino)benzamide